3-methyl-6-nitrobenzo[d]thiazole CN1CSC2=C1C=CC(=C2)[N+](=O)[O-]